Bis(trans-4-(tert-butyl)cyclohexyl) 2,2'-((((((R)-1-(6-amino-9H-purin-9-yl)propan-2-yl)oxy)methyl)phosphoryl)bis(azanediyl))bis(2-methylpropanoate) NC1=C2N=CN(C2=NC=N1)C[C@@H](C)OCP(=O)(NC(C(=O)O[C@@H]1CC[C@H](CC1)C(C)(C)C)(C)C)NC(C(=O)O[C@@H]1CC[C@H](CC1)C(C)(C)C)(C)C